4-[(3aR,7aS)-5-[5-(trifluoromethoxy)-2-pyridyl]-3,3a,4,6,7,7a-hexahydro-2H-pyrrolo[3,2-c]pyridin-1-yl]-6-chloro-1-methyl-2-oxo-1,5-naphthyridine-3-carbonitrile FC(OC=1C=CC(=NC1)N1C[C@@H]2[C@H](CC1)N(CC2)C2=C(C(N(C1=CC=C(N=C21)Cl)C)=O)C#N)(F)F